COC(CC(=O)N)OC 3,3-dimethoxypropanamide